O1C(=CC=C1C(=O)OC)C(=O)OC dimethyl furan-2,5-diformate